CCC[C@]1(C2=CC(=C(C(=C2C(=O)O1)C)O)O)OC The molecule is a member of the class of 2-benzofurans that is 2-benzofuran-1(3H)-one substituted by hydroxy groups at positions 5 and 6, a methoxy group at position 3, a methyl group at position 7 and a propyl group at position 3. It has been isolated from Penicillium purpurogenum. It has a role as a metabolite, an antiviral agent and a Penicillium metabolite. It is a member of 2-benzofurans, a gamma-lactone, a member of catechols and an ether.